CC(C)=CC(C)O 2-methyl-2-pentene-4-ol